1-(4-(benzylamino)-5,6,7,8-tetrahydropyrido[2,3-d]pyrimidin-2-yl)-2-methyl-1H-indole-4-carboxylic acid C(C1=CC=CC=C1)NC=1C2=C(N=C(N1)N1C(=CC=3C(=CC=CC13)C(=O)O)C)NCCC2